(4-methoxybenzylidene)-4-[3-(quinolin-6-yl)ureido]benzoylhydrazine tert-butyl-3-ethenylpyrrolidine-1-carboxylate C(C)(C)(C)OC(=O)N1CC(CC1)C=C.COC1=CC=C(C=NNC(C2=CC=C(C=C2)NC(=O)NC=2C=C3C=CC=NC3=CC2)=O)C=C1